(R)-1-(2-ethynylthiazol-4-yl)-3-(2-hydroxy-1-(4-(piperidin-1-yl)phenyl)ethyl)-urea C(#C)C=1SC=C(N1)NC(=O)N[C@@H](CO)C1=CC=C(C=C1)N1CCCCC1